tetradecane-2,4,6-triene-5-carboxamide CC=CC=C(C=CCCCCCCC)C(=O)N